iron(III) oxalate tert-butyl-(E)-3-((2-tosylhydrazono)methyl)azetidine-1-carboxylate C(C)(C)(C)OC(=O)N1CC(C1)/C=N/NS(=O)(=O)C1=CC=C(C)C=C1.C(C(=O)[O-])(=O)[O-].[Fe+3].C(C(=O)[O-])(=O)[O-].C(C(=O)[O-])(=O)[O-].[Fe+3]